secondary amyl alcohol C(C)(CCC)O